(1r,3s,5s)-3-(7-chloro-1-methyl-2,3-diketo-2,3-dihydropyrido[2,3-b]pyrazin-4(1H)-yl)-8-azabicyclo[3.2.1]octane-8-carboxylic acid tert-butyl ester C(C)(C)(C)OC(=O)N1[C@H]2CC(C[C@@H]1CC2)N2C1=C(N(C(C2=O)=O)C)C=C(C=N1)Cl